tert-butyl 6-((tert-butoxycarbonyl)amino)-7-fluoro-1H-indole-1-carboxylate C(C)(C)(C)OC(=O)NC1=CC=C2C=CN(C2=C1F)C(=O)OC(C)(C)C